2-(4,4-difluorocyclohexyl)-4-(2,5-difluorophenyl)pyridine-3-carboxylic acid FC1(CCC(CC1)C1=NC=CC(=C1C(=O)O)C1=C(C=CC(=C1)F)F)F